7-Imino-5-(1H-indol-3-yl)-7,8-dihydropyrimido[4,5-d]pyrimidine-2,4(1H,3H)-dione N=C1N=C(C2=C(N1)NC(NC2=O)=O)C2=CNC1=CC=CC=C21